C1=NC(=C2C(=N1)N(C=N2)[C@H]3[C@@H]([C@@H]([C@H](O3)COP(=O)(CP(=O)(O)OP(=O)(O)O)O)O)O)N α,β-methyleneadenosine 5'-triphosphate trisodium salt